IC=1C=NN2C1N=C(N=C2N(CC2=CC=C(C=C2)OC)CC2=CC=C(C=C2)OC)S(=O)(=O)C 8-Iodo-2-(methylsulfonyl)-N,N-bis[(4-methoxyphenyl)methyl]pyrazolo[1,5-a][1,3,5]triazin-4-amine